C1(C=CC(N1CCCCCC(=O)ON1C(CCC1=O)=O)=O)=O N-(6-Maleimidohexanoyloxy)succinimide